2-(2-(3,3,3-trifluoropropyl)-7H-pyrrolo[2,3-d]pyrimidin-5-yl)thieno[3,2-c]pyridine FC(CCC=1N=CC2=C(N1)NC=C2C2=CC=1C=NC=CC1S2)(F)F